(2S,3S)-butane-2,3-diamine C[C@@H]([C@H](C)N)N